N-(4-(1H-pyrazol-1-yl)benzyl)-N-(3-methoxybenzyl)-4-((2-(3-methoxybenzyloxy)ethoxy)methyl)oxazol-2-amine N1(N=CC=C1)C1=CC=C(CN(C=2OC=C(N2)COCCOCC2=CC(=CC=C2)OC)CC2=CC(=CC=C2)OC)C=C1